ClC1=C(N(N=C1)C)C=1C=C(C=CC1OCCN(C)C)NC(=O)NC1=CC=C(C=C1)Cl 1-[3-(4-Chloro-2-methyl-2H-pyrazol-3-yl)-4-(2-dimethylamino-ethoxy)-phenyl]-3-(4-chloro-phenyl)-urea